3-bromo-5-fluoro-1-tosyl-1H-indole BrC1=CN(C2=CC=C(C=C12)F)S(=O)(=O)C1=CC=C(C)C=C1